2,4,6-tris(tert-butyl)benzenesulfonic acid C(C)(C)(C)C1=C(C(=CC(=C1)C(C)(C)C)C(C)(C)C)S(=O)(=O)O